1-((2-(trimethylsilyl)ethoxy)methyl)-1H-pyrazolo[4,3-c]pyridin-7-amine tert-Butyl-N-[1-(2-trimethylsilylethoxymethyl)pyrazolo[4,3-c]pyridin-7-yl]carbamate C(C)(C)(C)OC(NC=1C2=C(C=NC1)C=NN2COCC[Si](C)(C)C)=O.C[Si](CCOCN2N=CC=1C=NC=C(C12)N)(C)C